OC1=CC(=CC=2C(C3=CC(=C(C=C3C(C12)=O)C)OC)=O)O 1,3-dihydroxy-6-methoxy-7-methylanthraquinone